ClC1=CC=C(C=C1)NC(NCCC1=CC(=CC(=C1)OC)OC)=O 3-(4-chlorophenyl)-1-[2-(3,5-dimethoxyphenyl)ethyl]urea